7-(3-methylbenzyl)-4-(4-ethylbenzyl)-6,7,8,9-tetrahydroimidazo[1,2-a]pyrido[3,4-e]pyrimidin-5(4H)-one CC=1C=C(CN2CC=3C(N(C=4N(C3CC2)C=CN4)CC4=CC=C(C=C4)CC)=O)C=CC1